FC=1C=C(C=C(C1)F)CC=1C=C2C(=NNC2=CC1)NC(=O)C1=C(NC2CCN(CC2)CCCC(=O)O)C=CC=C1 4-[4-[2-[[5-[(3,5-difluorophenyl)methyl]-1H-indazol-3-yl]carbamoyl]anilino]-1-piperidyl]butanoic acid